P(=O)(=O)CCN(C(=N)NC(=N)N)CCP(=O)=O N,N-bis(phosphoethyl)biguanide